N1N=CC(=C1)C(C)C1=NC=C(C=C1)Cl 2-(1-(1H-pyrazol-4-yl)ethyl)-5-chloropyridine